COC(=O)N[C@H](C(=O)N1[C@H](CN(CC1)C(=O)OC(C)(C)C)C)C(C)C tert-butyl (3S)-4-[(2S)-2-(methoxycarbonylamino)-3-methyl-butanoyl]-3-methyl-piperazine-1-carboxylate